C(C1=CC=CC=C1)O[C@@H]1C[C@H](NC1)C(=O)N[C@@H](C)C1=CC=C(C=C1)C1=C(N=CS1)C (2S,4R)-4-(benzyloxy)-N-((S)-1-(4-(4-methylthiazol-5-yl)phenyl)ethyl)pyrrolidine-2-carboxamide